(2,5-norbornadienyl)diphenylplatinum C12(C=CC(C=C1)C2)[Pt](C2=CC=CC=C2)C2=CC=CC=C2